2-chloro-6-(4-(1',6-dimethyl-6'-oxo-1',6'-dihydro-[3,4'-bipyridin]-3'-yl)-1H-pyrazol-1-yl)benzonitrile ClC1=C(C#N)C(=CC=C1)N1N=CC(=C1)C1=CN(C(C=C1C=1C=NC(=CC1)C)=O)C